(2-naphthylsulfonyloxyimino)-4-methoxybenzyl cyanide C1=C(C=CC2=CC=CC=C12)S(=O)(=O)ON=C(C1=CC=C(C=C1)OC)C#N